IC1CN(C1)C(=O)OC(C)(C)C tertiary butyl 3-iodoazetidin-1-carboxylate